2-(3,4-dimethoxyphenyl)-3-methyl-5-(1-((1-methylpiperidin-2-yl)methyl)piperidin-4-yl)-1H-indole COC=1C=C(C=CC1OC)C=1NC2=CC=C(C=C2C1C)C1CCN(CC1)CC1N(CCCC1)C